ClC=1N(C2=CC(=C(C=C2C(C1C(=O)O)=O)F)C=1C=NC(=CC1)S(=O)(=O)NCCCCC)C1CC1 chloro-1-cyclopropyl-6-fluoro-4-oxo-7-(6-(N-pentylaminosulfonyl)pyridin-3-yl)-1,4-dihydroquinoline-3-carboxylic acid